5-((4-methoxybenzyl)thio)-6-methylpyridin-2(1H)-one COC1=CC=C(CSC=2C=CC(NC2C)=O)C=C1